N-[[1-(5-chloro-1,3-benzoxazol-2-yl)-4-piperidyl]methyl]-2-[1-(p-tolylsulfonyl)-4-piperidyl]acetamide ClC=1C=CC2=C(N=C(O2)N2CCC(CC2)CNC(CC2CCN(CC2)S(=O)(=O)C2=CC=C(C=C2)C)=O)C1